NCC1=CC=C(C=C1)[C@@H]1N(C[C@H](CC1)C)C(C(=O)NC=1C=C(C(=NC1)NC(OC(C)(C)C)=O)C)=O |r| rac-tert-butyl N-[5-[[2-[(2R,5S)-2-[4-(aminomethyl)phenyl]-5-methyl-1-piperidyl]-2-oxo-acetyl]amino]-3-methyl-2-pyridyl]carbamate